Cl.CC1(CC1)[C@@H](C)N |r| rac-1-(1-methylcyclopropyl)ethan-1-amine hydrochloride